C1(CC1)C(C(=O)N)OC=1C=C2CNCC2=CC1 cyclopropyl-2-(isoindolin-5-yloxy)acetamide